C(=O)(O)CCC(=O)C1=CC2=C([Se]1)C=C(C(=C2)OC)OCCCOC2=CC1=C([Se]C(=C1)C(CCC(=O)O)=O)C=C2OC 4-(5-(3-((2-(3-carboxypropionyl)-5-methoxybenzo[b]selenophen-6-yl)oxy)propoxy)-6-methoxybenzo[b]selenophen-2-yl)-4-oxobutanoic acid